3-(5-bromopentyloxy)benzonitrile BrCCCCCOC=1C=C(C#N)C=CC1